N1C=CC=C2C=3C(=CC=C12)C1=CC=CC1=CC3 indeno[5,4-f]quinolin